(E)-1-(3-(3-propoxyphenyl)acryloyl)-5,6-dihydropyridin C(CC)OC=1C=C(C=CC1)/C=C/C(=O)N1CC=CCC1